N2,N4,N6-triphenyl-1,3,5-triazine-2,4,6-triamine C1(=CC=CC=C1)NC1=NC(=NC(=N1)NC1=CC=CC=C1)NC1=CC=CC=C1